C(C)(C)(C)OCC(=O)O[Si](OC(C)=O)(OC(C)=O)CC1=CC=CC=C1 t-butoxybenzyl-triacetoxysilane